CNC[C@H](CC1=CC=CC=C1)O (S)-1-(methylamino)-3-phenylpropan-2-ol